ClC1=C(C=C2NC=3CC(CC(C3C(C2=C1)=O)=O)C=1SC(=CC1)C1=CC(=CC=C1)OC(F)(F)F)OC 7-chloro-6-methoxy-3-(5-(3-(trifluoromethoxy)phenyl)thiophen-2-yl)-3,4-dihydroacridine-1,9(2H,10H)-dione